Tert-butyl (S)-2-((4-(6-((5-fluoro-1-(2-methoxyethyl)-1H-indazol-6-yl) methoxy) pyridin-2-yl) piperidin-1-yl) methyl)-1-(oxetan-2-ylmethyl)-1H-benzo[d]imidazole-6-carboxylate FC=1C=C2C=NN(C2=CC1COC1=CC=CC(=N1)C1CCN(CC1)CC1=NC2=C(N1C[C@H]1OCC1)C=C(C=C2)C(=O)OC(C)(C)C)CCOC